tert-Butyl (R)-4-(6-(([1,1'-biphenyl]-4-ylmethyl)amino)-9-isopropyl-9H-purin-2-yl)-3-Methylpiperazine-1-carboxylate C1(=CC=C(C=C1)CNC1=C2N=CN(C2=NC(=N1)N1[C@@H](CN(CC1)C(=O)OC(C)(C)C)C)C(C)C)C1=CC=CC=C1